N-((1-hydroxycyclopropyl)methyl)pyridinecarboxamide OC1(CC1)CNC(=O)C1=NC=CC=C1